silver-cobalt manganese [Mn].[Co].[Ag]